4-(8-(3-acrylamidophenyl)quinazolin-6-yl)-2-methoxy-N-(pyridin-2-yl)benzamide C(C=C)(=O)NC=1C=C(C=CC1)C=1C=C(C=C2C=NC=NC12)C1=CC(=C(C(=O)NC2=NC=CC=C2)C=C1)OC